COC=1C=C(C=CC1OC)[C@H](C(F)(F)F)N[C@H](C(=O)O)CCC(C)(C)C (2S)-2-{[(1R)-1-(3,4-dimethoxyphenyl)-2,2,2-trifluoroethyl]amino}-5,5-dimethylhexanoic acid